2-{5-benzyl-octahydrocyclopenta[c]pyrrol-2-yl}-1-(5-hydroxypyridin-2-yl)ethan-1-one C(C1=CC=CC=C1)C1CC2C(CN(C2)CC(=O)C2=NC=C(C=C2)O)C1